(5-(3-chlorophenyl)-4-cyclopropyl-3-hydroxypicolinoyl)glycine ClC=1C=C(C=CC1)C=1C(=C(C(=NC1)C(=O)NCC(=O)O)O)C1CC1